C(CCCCCCCCCCC)(=O)OC[C@@H](OC(CCCCCCCCCCC)=O)COP(=O)(O)[Na] 1,2-dilauroyl-sn-glycero-3-phospho-sodium